ClC=1C=CC=C2C=CC(=NC12)NC=1C=C2CCN(C2=CC1)C(C)=O 1-(5-((8-chloroquinolin-2-yl)amino)indolin-1-yl)ethan-1-one